5-Amino-N-(2-fluoro-1-(naphthalen-1-yl)ethyl)-2-methyl-benzamide tert-butyl-N-{7-[6-(1-hydroxypent-4-en-1-yl)-4-methylpyridin-3-yl]-2,6-naphthyridin-3-yl}-N-methylcarbamate C(C)(C)(C)OC(N(C)C=1N=CC2=CC(=NC=C2C1)C=1C=NC(=CC1C)C(CCC=C)O)=O.NC=1C=CC(=C(C(=O)NC(CF)C2=CC=CC3=CC=CC=C23)C1)C